C(#N)[C@H](C[C@H]1C(NC2(CC2)C1)=O)NC([C@H](CC1CC1)NC([C@H](CC1=CC=CC2=CC=CC=C12)NC(OCC1=CC=CC=C1)=O)=O)=O benzyl N-[(1S)-2-[[(1S)-2-[[(1S)-1-cyano-2-[(6R)-5-oxo-4-azaspiro[2.4]heptan-6-yl]ethyl]amino]-1-(cyclopropylmethyl)-2-oxo-ethyl]amino]-1-(1-naphthylmethyl)-2-oxo-ethyl]carbamate